((1-cyclopropyl-3-(Oxazepan-4-yl)-1H-pyrazol-4-yl)oxy)pyridin-2-amine C1(CC1)N1N=C(C(=C1)OC=1C(=NC=CC1)N)C1CNOCCC1